N-(4-bromo-3-(1H-1,2,4-triazol-5-yl)thiophen-2-yl)-2-(2-oxo-1,5-naphthyridin-1(2H)-yl)acetamide BrC=1C(=C(SC1)NC(CN1C(C=CC2=NC=CC=C12)=O)=O)C1=NC=NN1